ClC1=C(C=CC=C1)C=1C=2N(N=CC1NC(=O)NC1=C(C=C(C=C1)F)F)C=CN2 N-(8-(2-chlorophenyl)imidazo[1,2-b]pyridazin-7-yl)-N'-(2,4-difluorophenyl)urea